C(C)(C)(C)OC(=O)N1CC(C1)NC=1C(=CN(C(C1)=O)C1CCOCC1)C(=O)OC methyl 4-((1-(tert-butoxycarbonyl)azetidin-3-yl)amino)-6-oxo-1-(tetrahydro-2H-pyran-4-yl)-1,6-dihydropyridine-3-carboxylate